ON1C(CC(CC1(C)C)C1=NC=NC=N1)(C)C (1-oxyl-2,2,6,6-tetramethylpiperidin-4-yl)-s-triazine